COC1=C(C=C(C=C1)B(O)O)CSC1=NC=CC=C1 (4-METHOXY-3-[(PYRIDIN-2-YLSULFANYL)METHYL]PHENYL)BORANEDIOL